heptadecan-9-yl 8-(((1-(((tert-butoxycarbonyl)amino)methyl)cyclopropyl)methyl)(6-(((nonyloxy)carbonyl)oxy)hexyl)amino)octanoate C(C)(C)(C)OC(=O)NCC1(CC1)CN(CCCCCCCC(=O)OC(CCCCCCCC)CCCCCCCC)CCCCCCOC(=O)OCCCCCCCCC